ClC1=C(C=C(C=C1)[C@@]12CCC[C@](CO1)(O2)CO)CC2=CC=C(C=C2)OCC (1S,2S,3S,4R,5S)-5-[4-chloro-3-[(4-ethoxyphenyl)methyl]phenyl]-1-(hydroxymethyl)-6,8-dioxabicyclo[3.2.1]octane